ClC=1C=NN2C1C(=CC(=C2)C=2N=NN(C2C)C2CCNCC2)O[C@H](CO)C2=NC=CC=C2 (2S)-2-[3-Chloro-6-[5-methyl-1-(4-piperidyl)triazol-4-yl]pyrazolo[1,5-a]pyridin-4-yl]oxy-2-(2-pyridyl)ethanol